NC=1C=2N(C3=CC(=CC=C3N1)C(=O)N(C)[C@@H]1COC(C3=CC=C(C=C13)F)C)C=NC2 4-amino-N-((4S)-6-fluoro-1-methylisochroman-4-yl)-N-methylimidazo[1,5-a]quinoxaline-8-carboxamide